5-(1-isopropyl-1H-benzo[d][1,2,3]triazol-5-yl)-3-(4-methoxy-pyridin-3-yl)-1,2,4-oxadiazole C(C)(C)N1N=NC2=C1C=CC(=C2)C2=NC(=NO2)C=2C=NC=CC2OC